1-{4-[7-(difluoromethyl)-6-[3-(methoxymethyl)-1-methylpyrazol-4-yl]-3,4-dihydro-2H-quinolin-1-yl]-6-[2-(1-methylphenoxy)pyridin-4-yl]-1,3-dihydro-isoindol-2-yl}ethanone FC(C1=C(C=C2CCCN(C2=C1)C1=C2CN(CC2=CC(=C1)C1=CC(=NC=C1)OC1(CC=CC=C1)C)C(C)=O)C=1C(=NN(C1)C)COC)F